ClC=1C(=NC(=NC1)N[C@H]1C[C@H](CCC1)C(=O)OC)C1=CC=C(C=C1)F cis-methyl 3-((5-chloro-4-(4-fluorophenyl)pyrimidin-2-yl)amino)cyclohexane-1-carboxylate